3-(4-(2,5-diazabicyclo[2.2.1]heptane-2-yl)-5,6-difluoro-1-oxoisoindoline-2-yl)piperidine C12N(CC(NC1)C2)C2=C1CN(C(C1=CC(=C2F)F)=O)C2CNCCC2